ethyl 6-[(3-acetamidopyrazol-1-yl)methyl]-5-bromo-2-(3,4-dichlorophenyl)-1-ethyl-4-oxo-pyridine-3-carboxylate C(C)(=O)NC1=NN(C=C1)CC1=C(C(C(=C(N1CC)C1=CC(=C(C=C1)Cl)Cl)C(=O)OCC)=O)Br